COC1=C(C(=CC=C1)OCC1=CC=C(C=C1)OC)C1=CC(=NN1)NC=1N=CC(=NC1)C#N 5-((5-(2-methoxy-6-((4-methoxyphenyl)methoxy)phenyl)-1H-pyrazol-3-yl)amino)pyrazine-2-carbonitrile